1-Ethyl-3-(5-(2-fluoro-5-((4-oxo-3,4-dihydrophthalazin-1-yl)methyl)phenyl)-1H-imidazo[4,5-b]pyridin-2-yl)urea C(C)NC(=O)NC=1NC=2C(=NC(=CC2)C2=C(C=CC(=C2)CC2=NNC(C3=CC=CC=C23)=O)F)N1